1,2-dimethyl-5-bromo-3-fluorobenzene-1,2-dicarboxylic acid CC1(C(C(=CC(=C1)Br)F)(C(=O)O)C)C(=O)O